ClC=1C(=CC(=NC1)N1C[C@@H](C[C@@H](C1)C)O)NC1=CC=2C3=C(C(N(C2C=C1)C)=O)OCC([C@@H](N3)C3CC3)(F)F (S)-10-((5-Chloro-2-((3R,5S)-3-hydroxy-5-methylpiperidin-1-yl)pyridin-4-yl)amino)-2-cyclopropyl-3,3-difluoro-7-methyl-1,2,3,4-tetrahydro-[1,4]oxazepino[2,3-c]chinolin-6(7H)-on